tin(II) dipropoxide [O-]CCC.[O-]CCC.[Sn+2]